N[C@H](C(=O)N1CCN(CC1)C1=NC=2N(C=C1)N=CC2C=2C(=NC=CC2)OC)[C@@H](C)OC (2s,3r)-2-amino-3-methoxy-1-(4-(3-(2-methoxypyridin-3-yl)pyrazolo[1,5-a]pyrimidin-5-yl)piperazin-1-yl)butan-1-one